COC(C1CCN(CC1)C1=CC=C(OC2C(NC(CC2)=O)=O)C=C1)OC 3-(4-(4-(dimethoxymethyl)piperidin-1-yl)phenoxy)piperidine-2,6-dione